ClC=1C=CC2=C(N=C(O2)C2CC3(CC(C3)NC(=O)C=3OC(=CC3C)S(=O)(=O)CC)C2)C1 N-[6-(5-chloro-1,3-benzoxazol-2-yl)spiro[3.3]heptan-2-yl]-5-ethylsulfonyl-3-methyl-furan-2-carboxamide